CC1(CCC(CO1)N)C 6,6-dimethyloxacyclohexane-3-amine